C(C)OC(=O)[C@H]1[C@@H](C1)C1=CC=C(C=C1)S(=O)(=O)NC[C@H]1CN(CCC1)C(=O)OC(C)(C)C trans-tert-butyl (3R)-3-(((4-(2-(ethoxycarbonyl)cyclopropyl)phenyl)sulfonamido)methyl)piperidine-1-carboxylate